(benzyloxy)cyclohexan-1-amine C(C1=CC=CC=C1)OC1(CCCCC1)N